2-({[(1S)-1-(3,5-Diethoxy-4-Methylphenyl)Ethyl](4-Phenylbutyl)Carbamoyl}Amino)-2,3-Dihydro-1H-Indene-2-Carboxylic Acid C(C)OC=1C=C(C=C(C1C)OCC)[C@H](C)N(C(=O)NC1(CC2=CC=CC=C2C1)C(=O)O)CCCCC1=CC=CC=C1